CP(CCCP(C)C)C 1,3-bis(dimethylphosphino)propane